C(C)(=O)N1C[C@](CC1)(C)N1C=C2C(=NN(C(C2=CC1=O)=O)C)N[C@H](C)C1=C(C(=CC=C1)C(F)F)F 6-((R)-1-acetyl-3-methylpyrrolidin-3-yl)-4-(((R)-1-(3-(difluoromethyl)-2-fluorophenyl)ethyl)amino)-2-methyl-2,6-dihydropyrido[3,4-d]pyridazine-1,7-dione